9-Benzyl-1,2,3,9-tetrahydro-4H-carbazol-4-one C(C1=CC=CC=C1)N1C2=CC=CC=C2C=2C(CCCC12)=O